(2R,3R,3aS,6S,6aR)-6-((2-amino-3-chloroquinolin-7-yl)oxy)-2-(4-amino-5-fluoro-7H-pyrrolo[2,3-d]pyrimidin-7-yl)hexahydro-3aH-cyclopenta[b]furan-3,3a-diol NC1=NC2=CC(=CC=C2C=C1Cl)O[C@H]1CC[C@]2([C@@H]1O[C@H]([C@@H]2O)N2C=C(C1=C2N=CN=C1N)F)O